BrC=1C=CC(=NC1)C1=C(C=CC=C1)Cl 5-bromo-2-(2-chlorophenyl)pyridine